(5-((5-fluoropyridin-2-yl)oxy)pyridin-2-yl)propanamide FC=1C=CC(=NC1)OC=1C=CC(=NC1)C(C(=O)N)C